4-((cyclopentyloxy)methyl)-7,7-dimethyl-6,7-dihydro-5H-cyclopenta[b]pyridine-2-carboxylic acid C1(CCCC1)OCC1=C2C(=NC(=C1)C(=O)O)C(CC2)(C)C